3-(5-ethyl-4-((4-methoxybenzyl)oxy)pyrimidin-2-yl)cyclopent-2-en-1-one C(C)C=1C(=NC(=NC1)C1=CC(CC1)=O)OCC1=CC=C(C=C1)OC